2-[1-[2-(4,4-difluoro-1-piperidinyl)-6-fluoro-3-methyl-4-oxo-chromen-8-yl]ethylamino]benzoic acid FC1(CCN(CC1)C=1OC2=C(C=C(C=C2C(C1C)=O)F)C(C)NC1=C(C(=O)O)C=CC=C1)F